2-((4-methoxypyridin-2-yl)methyl)-5-(1-methyl-3-(trifluoromethyl)-1H-pyrazol-4-yl)-3,4-dihydroisoquinolin-1(2H)-one COC1=CC(=NC=C1)CN1C(C2=CC=CC(=C2CC1)C=1C(=NN(C1)C)C(F)(F)F)=O